2,5-dimethyl-2,5-di-tert-butyl-hexyne CC(C)(C#CC(C)(C(C)(C)C)C)C(C)(C)C